C1(CCCC1)NC=1C=C(C=CC1)C1=CC(=C(C(=C1)F)C(CCCC(=O)O)C)F 5-(3'-cyclopentylamino-3,5-difluoro-biphenyl-4-yl)-hexanoic acid